O1CCN(CC1)C=1C2=C(N=CN1)N(C(=C2)C2=CC=C(C=C2)NC(=O)C2=CC=CC(=N2)CN2C[C@@H](CCC2)NC(OC(C)(C)C)=O)COCC[Si](C)(C)C tert-butyl (R)-(1-((6-((4-(4-morpholino-7-((2-(trimethylsilyl)ethoxy)methyl)-7H-pyrrolo[2,3-d]pyrimidin-6-yl)phenyl)carbamoyl)pyridin-2-yl)methyl)piperidin-3-yl)carbamate